3-(4-n-propoxyphenyl)propanoic acid C(CC)OC1=CC=C(C=C1)CCC(=O)O